2,4,6-triacetylaminotoluene C(C)(=O)NC1=C(C)C(=CC(=C1)NC(C)=O)NC(C)=O